N(=[N+]=[N-])CC(=O)N1C2=C(S(CC1)(=O)=O)C=CC=C2 2-azido-1-(1,1-dioxido-2,3-dihydro-4H-benzo[b][1,4]thiazin-4-yl)ethan-1-one